1-(4-benzimidazol-1-yl-3-chloro-phenyl)-3-(5-tert-butyl-isoxazol-3-yl)-urea N1(C=NC2=C1C=CC=C2)C2=C(C=C(C=C2)NC(=O)NC2=NOC(=C2)C(C)(C)C)Cl